triisopropylcyclopentadienyl-terbium C(C)(C)C1=C(C(C=C1)([Tb])C(C)C)C(C)C